C(C)C1C(N(C2=CC=CC=C2N1/N=C(/C(=O)OC)\C)C(=O)OC(C)(C)C)C tert-butyl 3-ethyl-4-[(E)-(2-methoxy-1-methyl-2-oxo-ethylidene) amino]-2-methyl-2,3-dihydroquinoxaline-1-carboxylate